2-(2,4-dichlorophenyl)-4-propyl-1,3-dioxolane ClC1=C(C=CC(=C1)Cl)C1OCC(O1)CCC